OC1=C(C=CC(=C1O)CCCC)C1=NC(=NC(=N1)C1=C(C(=C(C=C1)CCCC)O)O)C1=C(C(=C(C=C1)CCCC)O)CCCC 2,4-bis(2-hydroxy-4-butylhydroxyphenyl)-6-(2,4-dibutylhydroxyphenyl)-1,3,5-triazine